(tert-Butoxycarbonylamino)-2,3-dihydro-1,4-benzodioxin-8-carboxylic acid C(C)(C)(C)OC(=O)NC1COC2=C(O1)C(=CC=C2)C(=O)O